BrC=1C=CC=2N(C(C=C(N2)CNC(=O)[C@H]2N(C[C@@H](C2)O)C([C@H](C(C)(C)C)N2N=NC(=C2)C2CC2)=O)=O)C1 (2S,4r)-N-[(7-bromo-4-oxo-pyrido[1,2-a]pyrimidin-2-yl)methyl]-1-[(2S)-2-(4-cyclopropyltriazol-1-yl)-3,3-dimethyl-butyryl]-4-hydroxy-pyrrolidine-2-carboxamide